N1=C(C=CC=C1C1=C(C=CC=C1)C=1C(=C(C=C(C1)C(C)(C)C)C12CC3CC(CC(C1)C3)C2)[O-])C2=C(C=CC=C2)C=2C(=C(C=C(C2)C(C)(C)C)C23CC1CC(CC(C2)C1)C3)[O-].C[Zr+2]C dimethylzirconium [2',2'''-(pyridine-2,6-diyl)bis(3-((3r,5r,7r)-adamantan-1-yl)-5-(tert-butyl)-[1,1'-biphenyl]-2-olate)]